1-(2-(4-cyclopropyl-2-(difluoromethoxy)phenyl)-2,3,4,5,5a,6,8,9-octahydro-7H-1,2,5,7-tetraazabenzo[cd]azulen-7-yl)prop-2-en-1-one C1(CC1)C1=CC(=C(C=C1)N1N=C2CCN(CC3C2=C1CCN3)C(C=C)=O)OC(F)F